1-methyl-1-(4-methylcyclohexyl)urea CN(C(=O)N)C1CCC(CC1)C